C(C)(=O)O[C@@H]([C@H](C=O)F)[C@@H](OC(C)=O)[C@@H](OC(C)=O)C (2-deoxy-2-fluororhamnose) Triacetate